C(C#C)NC(CCC1=CC=C(C=C1)S(N)(=O)=O)=O N-(prop-2-yn-1-yl)-3-(4-sulfamoyl-phenyl)propanamide